C(CCC)OC1=CC(=C(C=C1)C1=CC=C(C=C1)C1=CC=C(C=C1)OCCCCC)OCCCN 3-((4-butoxy-4''-(pentyloxy)-[1,1':4',1''-terphenyl]-2-yl)oxy)propan-1-amine